methyl-(tris[2-(3,4-epoxycyclohexyl)ethyl]dimethylsiloxy)silane C[SiH2]O[SiH](C(CCC1CC2C(CC1)O2)(CCC2CC1C(CC2)O1)CCC1CC2C(CC1)O2)C